N(=[N+]=[N-])C1=C(C(=C(C(=O)N)C(=C1F)F)F)F 4-azido-2,3,5,6-tetra-fluorobenzamide